7-chloro-1H-pyrrolo[3,2-b]pyridine-5-carboxylic acid methyl ester COC(=O)C1=CC(=C2C(=N1)C=CN2)Cl